[Fe](I)I.C(C=C)N1CN(C=C1)C 1-allyl-3-methylimidazole iron iodide